3-methyl-N1-(2-(pyridin-4-yl)pyrido[3,4-d]pyrimidin-4-yl)butane-1,3-diamine CC(CCNC=1C2=C(N=C(N1)C1=CC=NC=C1)C=NC=C2)(C)N